OC1=C(C=CC=2SC=CC21)C=2C(N(C(=NN2)N[C@H]2CN(CCC2)C)C)=O (R)-6-(4-hydroxybenzo[b]thiophene-5-yl)-4-methyl-3-((1-methylpiperidin-3-yl)amino)-1,2,4-triazine-5(4H)-one